C(=O)(O)C1=C(C=CC(=C1)C(=O)O)O 2,4-dicarboxyphenol